1,3-bis-(dimethylamino)-propane CN(CCCN(C)C)C